(4-(trifluoromethyl)phenyl)piperidine-4-carbonitrile FC(C1=CC=C(C=C1)N1CCC(CC1)C#N)(F)F